(3S)-6,7-dimethoxy-3-[(5R)-5,6,7,8-tetrahydro-4-methoxy-6-methyl-1,3-dioxolo[4,5-g]isoquinolin-5-yl]-1(3H)-isobenzofuranone, monohydrochloride Cl.COC1=CC=C2[C@H](OC(C2=C1OC)=O)[C@@H]1N(CCC=2C=C3C(=C(C12)OC)OCO3)C